tetraglycidyl-xylene C(C1CO1)C=1C(=C(C(=C(C1C)C)CC1CO1)CC1CO1)CC1CO1